ClC1=CNC2=C1N=NC(=C2)C=2C(=NC(=NC2)OC)OC 7-chloro-3-(2,4-dimethoxypyrimidin-5-yl)-5H-pyrrolo[3,2-c]pyridazine